4-(4-((6-chloro-4-methoxypyridin-3-yl)carbamoyl)-4-(2-isopropylphenyl)piperidin-1-yl)-2,2-dimethylbutyric acid ClC1=CC(=C(C=N1)NC(=O)C1(CCN(CC1)CCC(C(=O)O)(C)C)C1=C(C=CC=C1)C(C)C)OC